Tert-butyl 3-hydroxy-2-nitrobenzoate OC=1C(=C(C(=O)OC(C)(C)C)C=CC1)[N+](=O)[O-]